BrC1=C(C=C(C(=N1)NC(=O)[C@H]1N([C@@H]2C[C@@]2(C1)C)C(=O)OC(C)(C)C)C)F (1R,3S,5R)-tert-butyl 3-((6-bromo-5-fluoro-3-methylpyridin-2-yl)carbamoyl)-5-methyl-2-azabicyclo[3.1.0]hexane-2-carboxylate